Cl[Si](C)(CC[SiH2]CCl)Cl dichloro[2-(chloromethylsilyl)ethyl]methylsilane